2-chloro-6,6-diethyl-7,8-dihydroquinolin-5-one ClC1=NC=2CCC(C(C2C=C1)=O)(CC)CC